1-Bicyclo[1.1.1]pentylamine HCl Cl.C12(CC(C1)C2)N